NC1=NN2C(C=C(C=C2)C=2C(=C(C(=O)NCC(C(O)C3=CC=C(C=C3)F)(F)F)C(=CC2)C2CC2)F)=N1 3-(2-amino-[1,2,4]triazolo[1,5-a]pyridin-7-yl)-6-cyclopropyl-N-(2,2-difluoro-3-(4-fluorophenyl)-3-hydroxypropyl)-2-fluorobenzamide